C(C)(SC[C@@H](CNC(=O)OC(C)(C)C)NC(=O)OCC1=CC=CC=C1)=O (R)-S-(2-(((benzyloxy)carbonyl)amino)-3-((tert-butoxycarbonyl)amino)propyl) ethanethioate